(6R)-6-({2-(4-methoxyphenyl)-7-[1-(trifluoromethyl)cyclopropyl][1,2,4]triazolo[1,5-c]quinazolin-5-yl}amino)-5-oxo-1,4-diazacycloheptane-1-carboxylic acid phenylmethyl ester C1(=CC=CC=C1)COC(=O)N1CCNC([C@@H](C1)NC1=NC=2C(=CC=CC2C=2N1N=C(N2)C2=CC=C(C=C2)OC)C2(CC2)C(F)(F)F)=O